FC1=CC=C(C=C1)N1N=CC2=C1C=C1CCN(C[C@]1(C2)C(=O)C=2SC=CN2)S(=O)(=O)C=2C=NN(C2)CCC (R)-(1-(4-fluorophenyl)-6-((1-propyl-1H-pyrazol-4-yl)sulfonyl)-4,4a,5,6,7,8-hexahydro-1H-pyrazolo[3,4-g]isoquinolin-4a-yl)(thiazol-2-yl)methanone